C(C1CO1)OCCCC[Si](OOCC)(C)C 3-(2,3-epoxypropoxy)propyltrimethyl-(ethoxy)oxysilane